O=C1N(C(C2=CC=CC=C12)=O)C[C@@H]1CN(CC1=O)C(=O)OC(C)(C)C tert-butyl (3R)-3-[(1,3-dioxoisoindol-2-yl)methyl]-4-oxopyrrolidine-1-carboxylate